1-azido-15-(3-chloro-5-methyl-10,11-dihydro-5H-5,10-epiminodibenzo[a,d][7]annulen-12-yl)-3,6,9,12-tetraoxapentadecan-15-one N(=[N+]=[N-])CCOCCOCCOCCOCCC(=O)N1C2(C3=C(C1CC1=C2C=C(C=C1)Cl)C=CC=C3)C